N[C@H]1C=C(CC1=C(F)F)C(=O)O (1S,3S)-3-amino-4-(difluoromethylene)-cyclopentene-1-carboxylic acid